ClC=1C=2C(N=C3N(C2C=CC1)C1=CC(=CC=C1C3(C)C)C3(CCN(CC3)C(=O)OC(C)(C)C)F)=O tert-butyl 4-(4-chloro-7,7-dimethyl-5-oxo-5,7-dihydroindolo[1,2-a]quinazolin-10-yl)-4-fluoropiperidine-1-carboxylate